3-bromothieno[3,2-c]pyridin-4-ol BrC1=CSC2=C1C(=NC=C2)O